(R)-4-(3-((5-Bromo-2-((3-methyl-1-(1-methylpyrrolidin-3-yl)-1H-pyrazol-4-yl)amino)pyrimidin-4-yl)amino)propyl)-1,4-oxazepan-3-on BrC=1C(=NC(=NC1)NC=1C(=NN(C1)[C@H]1CN(CC1)C)C)NCCCN1C(COCCC1)=O